2-azidophenyl-diazonium N(=[N+]=[N-])C1=C(C=CC=C1)[N+]#N